O=C1C=CC2=C(N=CN=C2C#N)N1C(C)C 7-oxo-8-(propan-2-yl)-7,8-dihydropyrido[2,3-d]pyrimidine-4-carbonitrile